C(C)S(=O)(=O)C1=CC=C(C=C1)[C@H](CO)NC(C1=CC=C(C=C1)C(C(C)C)=O)=O (R)-N-(1-(4-(ethylsulfonyl)phenyl)-2-hydroxyethyl)-4-isobutyrylbenzamide